Ethyl (1S,4s)-4-(2-fluoro-4-methoxy-5-(((1S,2R,3S,4R)-3-((4-(trifluoromethyl)pyridin-2-yl)carbamoyl)bicyclo[2.2.1]heptan-2-yl)carbamoyl)phenoxy)cyclohexane-1-carboxylate FC1=C(OC2CCC(CC2)C(=O)OCC)C=C(C(=C1)OC)C(N[C@@H]1[C@H]2CC[C@@H]([C@@H]1C(NC1=NC=CC(=C1)C(F)(F)F)=O)C2)=O